ClC1=CC2=C(N(C(N2CCN2CCOCC2)=C=O)C2CCN(CC2)C(=O)OC(C)(C)C)C=C1Cl Tert-butyl 4-(5,6-dichloro-3-(2-morpholinoethyl)-2-carbonyl-2,3-dihydro-1H-benzo[d]imidazol-1-yl)piperidin-1-carboxylate